3-(5-(1-Methyl-5-phenyl-2-(tetrahydro-2H-pyran-4-yl)-1H-imidazol-4-yl)-1-oxoisoindolin-2-yl)piperidine-2,6-dione CN1C(=NC(=C1C1=CC=CC=C1)C=1C=C2CN(C(C2=CC1)=O)C1C(NC(CC1)=O)=O)C1CCOCC1